(difluoromethyl)pyridin-3-amine FC(F)C1=NC=CC=C1N